N1CC(CCC1)COC1=CC=NC2=CC=C(C=C12)OC(C)C 4-(piperidin-3-ylmethoxy)-6-(propan-2-yloxy)quinoline